C(C)OC(C(NC1=C(C=C(C(=C1)F)F)F)=C=O)=O 2-carbonyl-2-((2,4,5-trifluorophenyl)amino)acetic acid ethyl ester